trans-N-[3-(4-ethyl-6-oxo-1,6-dihydropyrimidin-2-yl)-2-fluoro-4-(trifluoromethyl)benzyl]-3-[(3-fluorobenzyl)oxy]cyclobutane-1-carboxamide C(C)C=1N=C(NC(C1)=O)C=1C(=C(CNC(=O)[C@@H]2C[C@H](C2)OCC2=CC(=CC=C2)F)C=CC1C(F)(F)F)F